tert-Butyl 2-(2-(4-bromo-1-(tetrahydro-2H-pyran-2-yl)-1,5,6,7-tetrahydrocyclopenta[f]indazol-5-yl)ethoxy)acetate BrC1=C2C=NN(C2=CC2=C1C(CC2)CCOCC(=O)OC(C)(C)C)C2OCCCC2